5-Chloro-3-methyl-2-(2-((3as,7ar)-6-methyl-octahydro-1H-pyrrolo[2,3-c]pyridin-1-yl)-[1,2,4]triazolo[1,5-a]pyrimidin-5-yl)phenol ClC=1C=C(C(=C(C1)O)C1=NC=2N(C=C1)N=C(N2)N2CC[C@H]1[C@@H]2CN(CC1)C)C